2-[2-(4-chlorophenyl)-1-(pyridin-4-yl)-1H-imidazol-5-yl]-1-(piperazin-1-yl)ethan-1-one ClC1=CC=C(C=C1)C=1N(C(=CN1)CC(=O)N1CCNCC1)C1=CC=NC=C1